N-(3-(Hydroxymethyl)-2-oxopiperidin-3-yl)-2-methyl-5-((1-methyl-1H-pyrazol-5-yl)methoxy)benzofuran-3-carboxamide OCC1(C(NCCC1)=O)NC(=O)C1=C(OC2=C1C=C(C=C2)OCC2=CC=NN2C)C